CCCCCCCCCCC=O C11-UNDECANAL